2-((trifluoromethyl)thio)ethylamine FC(SCCN)(F)F